2-methyl-5-cyano-8-quinolate CC1=NC2=C(C=CC(=C2C=C1)C#N)C(=O)[O-]